N-((5-fluoro-2,3-dihydrobenzofuran-4-yl)methyl)-8-(6-fluoro-2-methylimidazo[1,2-a]pyridin-8-yl)-[1,2,4]triazolo[4,3-c]pyrimidin-5-amine FC=1C=CC2=C(CCO2)C1CNC1=NC=C(C=2N1C=NN2)C=2C=1N(C=C(C2)F)C=C(N1)C